O.NC(C(=O)O)(CC)C 2-AMINO-2-METHYLBUTANOIC ACID MONOHYDRATE